Trin-propyl-monomethoxysilan C(CC)[Si](OC)(CCC)CCC